CC=1OC(=CC1)Br Methyl-5-bromofuran